ClC1=NC=C(C=N1)CN1C=CC=C2C1=NC(N(C2=O)C2CCC(CC2)C)=O 8-((2-chloropyrimidin-5-yl)methyl)-3-(4-methylcyclohexyl)pyrido[2,3-d]pyrimidine-2,4(3H,8H)-dione